carbonic acid (2-Ethoxyethyl) Ethyl Ester C(C)OC(OCCOCC)=O